FC1=CC=CC2=C1[N-]C(=N2)C2=NON=C2C.[K+] potassium 7-fluoro-2-(4-methyl-1,2,5-oxadiazol-3-yl)benzo[d]imidazol-1-ide